NC1=NN2C(C=C(C=C2)C2=C(C=NC(=C2)C)OC[C@H]2OCC[C@@H]2O)=C1 (2R,3S)-2-(((4-(2-aminopyrazolo[1,5-a]pyridin-5-yl)-6-methylpyridin-3-yl)oxy)methyl)tetrahydrofuran-3-ol